ONC(=O)C1=CC=C(C=C1)NC([C@H](CC1=CC=CC=C1)NC(\C=C\C1=CC=C(C=C1)[N+](=O)[O-])=O)=O (2S)-N-[4-(hydroxycarbamoyl)phenyl]-2-[[(E)-3-(4-nitrophenyl)prop-2-enoyl]amino]-3-phenyl-propanamide